FC(C(=O)O)(F)F.NCC=1C=C2CN(C(C2=CC1)=O)[C@]1(C(NC(CC1)=O)=O)C (R)-3-(5-(aminomethyl)-1-oxoisoindolin-2-yl)-3-methylpiperidine-2,6-dione trifluoroacetic acid salt